C(=O)(O)CC1=CC=C(C=C1)CC(=O)O 2-[4-(carboxymethyl)phenyl]acetic acid